(S)-2-(((2-((tert-butoxycarbonyl)amino)pyridin-4-yl)methyl)(methyl)amino)-3-methylbutanoic acid C(C)(C)(C)OC(=O)NC1=NC=CC(=C1)CN([C@H](C(=O)O)C(C)C)C